N'-hydroxy-1-((tetrahydrofuran-3-yl)methyl)-1H-benzo[d]imidazole-5-carboximidamide ON=C(N)C1=CC2=C(N(C=N2)CC2COCC2)C=C1